Cl.N[C@H](CO)C(F)(F)F (R)-2-amino-3,3,3-trifluoropropan-1-ol HCl salt